Cl.C(CCC)N1CC2=CC(=CC=C2CC1)N(C1=CC=CC=C1)C 2-butyl-N-methyl-N-phenyl-1,2,3,4-tetrahydroisoquinoline-7-amine hydrochloride